4-benzyl-2-(4-bromobutyl)-1,2,4-thiadiazolidine-3,5-dione C(C1=CC=CC=C1)N1C(N(SC1=O)CCCCBr)=O